((1R,2S)-2-phenylcyclopropyl)piperidine-4-carboxamide C1(=CC=CC=C1)[C@H]1[C@@H](C1)N1CCC(CC1)C(=O)N